C(=O)(O)C1=CC=CC=C1 ortho-carboxybenzene